2-Chloro-N,N-diethylethylamin ClCCN(CC)CC